N1C=NC2=C1C=CC(=C2)N2C(OCC2C2=C(C=C(C=C2F)OC)F)=O 3-(1H-benzo[d]imidazol-5-yl)-4-(2,6-difluoro-4-methoxyphenyl)oxazolidin-2-one